N-[[(2R,5S)-2-[4-(4-chlorophenoxy)phenyl]-3-oxo-1,4-thiazepan-5-yl]methyl]-5-methoxy-pyrimidine-2-carboxamide ClC1=CC=C(OC2=CC=C(C=C2)[C@H]2SCC[C@H](NC2=O)CNC(=O)C2=NC=C(C=N2)OC)C=C1